tert-butyl (S)-4-(5-((diphenylmethylene)amino)pyrazin-2-yl)-2-ethylpiperazine-1-carboxylate C1(=CC=CC=C1)C(C1=CC=CC=C1)=NC=1N=CC(=NC1)N1C[C@@H](N(CC1)C(=O)OC(C)(C)C)CC